(3Z,6Z,9Z)-heptadeca-3,6,9-triene CC\C=C/C\C=C/C\C=C/CCCCCCC